N-((S)-1-(((S)-4-(benzylamino)-3,4-dioxo-1-(2-oxo-1,2-dihydropyridin-3-yl)butan-2-yl)amino)-4-methyl-1-oxopentan-2-yl)-1H-imidazole-5-carboxamide C(C1=CC=CC=C1)NC(C([C@H](CC=1C(NC=CC1)=O)NC([C@H](CC(C)C)NC(=O)C1=CN=CN1)=O)=O)=O